CC1=NC(=CC=C1N1C(C(=CC=C1C(F)(F)F)C(=O)O)=O)C(F)(F)F 1-[2-methyl-6-(trifluoromethyl)-3-pyridyl]-2-oxo-6-(trifluoromethyl)pyridine-3-carboxylic acid